L-glutamic acid gamma-methyl ester COC(=O)CC[C@@H](C(=O)O)N